Cl.C(C)OC(CC(=O)OCC)=N Ethyl 3-ethoxy-3-iminopropanoate hydrochloride